(S)-N-(4-(tert-butyl)thiazol-2-yl)-1-cyano-N-methylpyrrolidine-2-carboxamide C(C)(C)(C)C=1N=C(SC1)N(C(=O)[C@H]1N(CCC1)C#N)C